5-Bromo-4-methyl-3-oxo-3,4-dihydro-2H-benzo[b][1,4]oxazine-8-carboxylic acid methyl ester COC(=O)C1=CC=C(C2=C1OCC(N2C)=O)Br